2-(difluoromethyl)-6-[(2R,4S)-2-(2-methoxy-4-pyridyl)tetrahydropyran-4-yl]-3-methyl-8-[3-(trifluoromethyl)-1-bicyclo[1.1.1]pentanyl]pyrimido[5,4-d]pyrimidin-4-one FC(C=1N(C(C2=C(N1)C(=NC(=N2)[C@@H]2C[C@@H](OCC2)C2=CC(=NC=C2)OC)C21CC(C2)(C1)C(F)(F)F)=O)C)F